N-(6-(3-azabicyclo[3.1.0]hexan-3-yl)-4-(3,6-dihydro-2H-pyran-4-yl)pyridin-2-yl)-5-cyclopropylpyrazin-2-amine C12CN(CC2C1)C1=CC(=CC(=N1)NC1=NC=C(N=C1)C1CC1)C=1CCOCC1